C12(CC3CC(CC(C1)C3)C2)C2=C(C(=C(C=C2)O)F)F 4-(1-adamantyl)-2,3-difluorophenol